FC=1C=CC(=NC1C)C=1N=C2N(C=CC=C2)C1C=1N=C2C=C(C=NC2=CC1)NCCN1CCN(CC1)C(C)C 6-[2-(5-fluoro-6-methyl-2-pyridyl)imidazo[1,2-a]pyridin-3-yl]-N-[2-(4-isopropylpiperazin-1-yl)ethyl]-1,5-naphthyridin-3-amine